CC=1N=C2N(C=C(C(=C2)C)NC(=O)N2CCC=3C2=NC=CC3N3C[C@@H](N([C@@H](C3)C)C(=O)OC(C)(C)C)C)C1 tert-butyl (2S,6R)-4-(1-((2,7-dimethylimidazo[1,2-a]pyridin-6-yl)carbamoyl)-2,3-dihydro-1H-pyrrolo[2,3-b]pyridin-4-yl)-2,6-dimethylpiperazine-1-carboxylate